(S)-4-(5-acetyl-1-methyl-1H-1,2,4-triazol-3-yl)-N-(2-chloro-6-fluorophenyl)-5-fluoro-2-((1,1,1-trifluoropropan-2-yl)oxy)benzamide C(C)(=O)C1=NC(=NN1C)C1=CC(=C(C(=O)NC2=C(C=CC=C2F)Cl)C=C1F)O[C@H](C(F)(F)F)C